NC1=C2C(=NC=N1)N(N=C2C#CC2=CC1=C(N(C=N1)C)C=C2F)[C@@H]2CN(CC2)C(C=C)=O 1-[(3S)-3-{4-amino-3-[2-(6-fluoro-1-methyl-1,3-benzodiazol-5-yl)ethynyl]pyrazolo[3,4-d]pyrimidin-1-yl}pyrrolidin-1-yl]prop-2-en-1-one